TRIAZOLIUM C1[C@@H]([N+]2=CN(N=C2CO1)C3=CC=CC=C3)CC4=CC=CC=C4.F[P-](F)(F)(F)(F)F